7-bromo-9-(4,4-difluorocyclohexyl)-2,3-dimethyl-pyrazino[1,2-a]pyrimidin-4-one BrC=1N=C(C=2N(C(C(=C(N2)C)C)=O)C1)C1CCC(CC1)(F)F